3-(2,6-difluoro-4-(3-((5-(2-(1-methylcyclopropyl)ethyl)-1,3,4-oxadiazol-2-yl)amino)azetidin-1-yl)phenyl)piperidine-2,6-dione FC1=C(C(=CC(=C1)N1CC(C1)NC=1OC(=NN1)CCC1(CC1)C)F)C1C(NC(CC1)=O)=O